2-({4-[2-(4-chloro-2-fluorophenyl)-2-methyl-1,3-benzodioxol-4-yl]piperidin-1-yl}methyl)-1-(1,3-oxazol-2-ylmethyl)-1H-benzimidazole-6-carboxylic acid ClC1=CC(=C(C=C1)C1(OC2=C(O1)C=CC=C2C2CCN(CC2)CC2=NC1=C(N2CC=2OC=CN2)C=C(C=C1)C(=O)O)C)F